OCC=1C=C(C=CC1)C(C)(C)O 2-(3-(hydroxymethyl)phenyl)propan-2-ol